4-(4-(((R)-1-(3-(difluoromethyl)-2-fluorophenyl)ethyl)amino)-2-methyl-6-nitroquinazolin-7-yl)morpholine-3-carboxylic acid FC(C=1C(=C(C=CC1)[C@@H](C)NC1=NC(=NC2=CC(=C(C=C12)[N+](=O)[O-])N1C(COCC1)C(=O)O)C)F)F